(E)-2-((2-amino-6-(2-amino acetamido)pyridin-3-yl)diazenyl)phenyl butyrate C(CCC)(=O)OC1=C(C=CC=C1)\N=N\C=1C(=NC(=CC1)NC(CN)=O)N